2-(3-(trifluoromethyl)isonicotinyl)hydrazine-1-carboxylic acid tert-butyl ester C(C)(C)(C)OC(=O)NNCC1=C(C=NC=C1)C(F)(F)F